FC=1C=CC=C2CCN(C12)C=1C=C(SC1)C(=O)OCC Ethyl 4-(7-Fluoro-indolin-1-yl)thiophene-2-carboxylate